CC=1C=C(C=C(C1)C)CC(=O)[O-] 3,5-dimethylphenylacetate